1-[1-(6-methylpyridin-2-yl)-1H,2H,3H,4H,9H-pyrido[3,4-b]indol-2-yl]-3-phenylpropan-1-one CC1=CC=CC(=N1)C1N(CCC2=C1NC1=CC=CC=C21)C(CCC2=CC=CC=C2)=O